N1=CN=C(C=C1)[C@H](C)O (S)-1-(pyrimidin-4-yl)ethan-1-ol